FC(C(=O)O)(F)F.ClC=1C(=CC(=C(C1)S(=O)(=O)NC=1SC=CN1)F)N[C@H](CN1CC(C1)F)C1=CC=CC=C1 (S)-5-chloro-4-((2-(3-fluoroazetidin-1-yl)-1-phenylethyl)amino)-2-fluoro-N-(thiazol-2-yl)benzenesulfonamide 2,2,2-trifluoroacetate